S1C=NC=C1C1=CC2=C(C(=N1)C(=O)OCC)NC=N2 ethyl 6-(thiazol-5-yl)-3H-imidazo[4,5-c]pyridine-4-carboxylate